tert-Butyl 4-[1-(2,4-difluorophenyl)-2,2,2-trifluoro-ethyl]piperazine-1-carboxylate FC1=C(C=CC(=C1)F)C(C(F)(F)F)N1CCN(CC1)C(=O)OC(C)(C)C